7-[({8-fluoro-2-methyl-octahydroimidazo[1,2-a]pyridin-6-yl}amino)(hydroxy)methyl]-2-methyl-4-(piperazin-1-yl)-octahydroindazol-6-ol FC1C2N(CC(C1)NC(C1C(CC(C3CN(NC13)C)N1CCNCC1)O)O)CC(N2)C